1-benzyl 3,5-bis(8-oxo-8-((3-pentyloctyl)oxy)octyl) benzene-1,3,5-tricarboxylate C1(=CC(=CC(=C1)C(=O)OCCCCCCCC(OCCC(CCCCC)CCCCC)=O)C(=O)OCCCCCCCC(OCCC(CCCCC)CCCCC)=O)C(=O)OCC1=CC=CC=C1